N-((2-(6-((4,7-diazaspiro[2.5]octan-7-yl)methyl)pyridin-2-yl)-1,6-naphthyridin-7-yl)methyl)-4-methyl-3-(methylsulfonyl)benzamide C1CC12NCCN(C2)CC2=CC=CC(=N2)C2=NC1=CC(=NC=C1C=C2)CNC(C2=CC(=C(C=C2)C)S(=O)(=O)C)=O